O(CCC)C(O)C(O)CO Propoxyl-glycerol